CC1=C(NC(=C1)C)C=O 3,5-dimethyl-2-pyrroleformaldehyde